1-(4-hydroxyphenyl)-2-[2-(4-hydroxyphenyl)ethylamino]Propan-1-one hydrobromide salt Br.OC1=CC=C(C=C1)C(C(C)NCCC1=CC=C(C=C1)O)=O